FC1(CCC(CC1)NC=1N=C(C2=C(N1)NC=C2C2=NC=1N(C=C2)N=CC1)NC)F N2-(4,4-difluorocyclohexyl)-N4-methyl-5-(pyrazolo[1,5-a]pyrimidin-5-yl)-7H-pyrrolo[2,3-d]pyrimidine-2,4-diamine